[Zn].[Ag].[Al] aluminum silver zinc